C(C)(C)(C)C1=C(O)C=CC(=C1)O mono-tert-butylhydroquinone